N2-cyclopentyl-5-(3-methyl-1,2,4-oxadiazol-5-yl)-N3-(pentan-3-yl)pyridine-2,3-diamine C1(CCCC1)NC1=NC=C(C=C1NC(CC)CC)C1=NC(=NO1)C